ClC1=CNC2=C(C=CC=C12)NS(=O)(=O)C=1C=NN(C1)C N-(3-Chloro-1H-indol-7-yl)-1-methyl-pyrazol-4-sulfonamid